FC1=C(C=CC(=C1)F)C1=CC(=C(C=C1)OC)NC1=NC=NC2=CC(=C(C=C12)OC1CCN(CC1)C(C=C)=O)OC 1-(4-((4-((2',4'-difluoro-4-methoxy-[1,1'-biphenyl]-3-yl)amino)-7-methoxyquinazoline-6-yl)oxy)piperidin-1-yl)prop-2-en-1-one